SCC(CS)SC(CS)CS 2,4-Dimercaptomethyl-1,5-dimercapto-3-thiapentane